C(C1=CC=CC=C1)(=O)NC1=CC(=NN1C)C1=CC=C(C=C1)NC(C1=C(C=CC=C1)C1CCNCC1)=O N-(4-(5-benzamido-1-methyl-1H-pyrazol-3-yl)phenyl)-2-(piperidin-4-yl)benzamide